C(C)OC1=C(\C=N\NC(=O)C2=NC(=CN=C2)C2=CC=C(C=C2)OC)C=CC=C1 (E)-N'-(2-ethoxybenzylidene)-6-(4-methoxyphenyl)pyrazine-2-carbohydrazide